methyl-bis(trimethylsilyloxy)silane C[SiH](O[Si](C)(C)C)O[Si](C)(C)C